ClC1=CC=C2C(=CC(=NC2=C1Cl)N(CCS(=O)(=O)Cl)C)N1C=NC=C1 2-((7,8-dichloro-4-(1H-imidazol-1-yl)quinolin-2-yl)(methyl)amino)ethane-1-sulfonyl chloride